4-(4-ethylphenoxy)phenylhydrazine hydrochloride Cl.C(C)C1=CC=C(OC2=CC=C(C=C2)NN)C=C1